Pyridin-sulfonamide N1=C(C=CC=C1)S(=O)(=O)N